NC1=C(C(=C(C(=C1C(F)(F)F)C(F)(F)F)N)C(F)(F)F)C(F)(F)F 1,4-diaminotetra(trifluoromethyl)benzene